FC(C(=O)O)(F)F.N[C@H]1[C@H](CN(CC1)C1=C(C(=C(C(=N1)S[C@@H](C(=O)N)C1=CC=CC=C1)C#N)CC)C#N)O (R)-2-((6-((3S,4R)-4-amino-3-hydroxypiperidin-1-yl)-3,5-dicyano-4-ethylpyridin-2-yl)thio)-2-phenylacetamide, Trifluoroacetic acid salt